5-(1'-(sec-butyl)-6'-oxo-1',6'-dihydro-[3,3'-bipyridin]-5-yl)-1-methylindolin-2-one C(C)(CC)N1C=C(C=CC1=O)C=1C=NC=C(C1)C=1C=C2CC(N(C2=CC1)C)=O